C1(CC1)CNC1=CN=NC=C1 N-cyclopropylmethylpyridazine-4-amine